ClC1=CC=C(CN2CC(N(CC2)C2CC3(C2)CCN(CC3)C(=O)OC(C)(C)C)C3=C(C=CC=C3)C(C)C)C=C1 tert-butyl 2-(4-(4-chlorobenzyl)-2-(2-isopropylphenyl) piperazin-1-yl)-7-azaspiro[3.5]Nonane-7-carboxylate